palmitoyl-sulfonate C(CCCCCCCCCCCCCCC)(=O)S(=O)(=O)[O-]